CS(=O)(=O)C1=CC=C(C=C1)NCC#CC=1N(C2=CC=CC(=C2C1)NC1CN(CC1)CC(COC)O)CC(F)(F)F 1-{3-[(2-{3-[(4-methanesulfonylphenyl)amino]prop-1-yn-1-yl}-1-(2,2,2-trifluoroethyl)-1H-indol-4-yl)amino]pyrrolidin-1-yl}-3-methoxypropan-2-ol